5-((5-(4-cyanophenyl)pyridin-3-yl)oxy)-2-(6-(methylsulfonyl)-2H-indazol-2-yl)benzonitrile C(#N)C1=CC=C(C=C1)C=1C=C(C=NC1)OC=1C=CC(=C(C#N)C1)N1N=C2C=C(C=CC2=C1)S(=O)(=O)C